3-(N,N-dimethyloctadecylammonio)-propanesulfonate C[N+](C)(CCCS(=O)(=O)[O-])CCCCCCCCCCCCCCCCCC